ClC1=CC=C(C=C1)NC1=CC(=NC(=N1)N1CCOCC1)C(C)NC(C1=NC=C(C=C1)OC)=O N-(1-(6-((4-chlorophenyl)amino)-2-morpholinopyrimidin-4-yl)ethyl)-5-methoxypicolinamide